3,4'-bipyrazole N1=NC(C=C1)=C1C=NN=C1